6-chloro-1-ethyl-3-methyl-1H-1,3-benzodiazol-3-ium formate C(=O)[O-].ClC=1C=CC2=C(N(C=[N+]2C)CC)C1